FC1=CC(=C(C=C1)C=1C(=CC(=CC1)C(N[C@H](CCC)C1=CC=CC=C1)=O)C(=O)O)C1=NC2=C(N1)C=CC(=C2)OC 4'-fluoro-2'-(5-methoxy-1H-1,3-benzodiazol-2-yl)-4-{[(1R)-1-phenylbutyl]carbamoyl}-[1,1'-biphenyl]-2-carboxylic acid